Cl.CN(C(CNC(=O)N1CC2=CC=CC=C2C1)C1=CSC=C1)C N-(2-(dimethylamino)-2-(thien-3-yl)ethyl)isoindoline-2-carboxylic acid amide hydrochloride